[Cl-].C[N+](C)(C)CC1=CC=C(C=C1)C=1C2=CC=CC=C2C(=C2C=CC=CC12)C1=CC=CC=C1 N,N,N-trimethyl-1-(4-(10-phenylanthracene-9-yl)phenyl)methyl-ammonium chloride